FS(C1=CC=C(C=C1)S(=O)(=O)N1CC(OCC1)C1=C(SC2=C1C=CC=C2)C(=O)N)(F)(F)(F)F [4-[4-(Pentafluoro-lambda6-sulfanyl)-phenyl]sulfonylmorpholin-2-yl]benzothiophen-2-carboxamid